[Cl-].[NH2+]1C=NCC1 2-imidazolinium chloride